6-(2-amino-6-fluoro-5-(4-(4-isopropylpiperazin-1-yl)phenyl)pyridin-3-yl)-7-fluoro-3,4-dihydroisoquinolin-1(2H)-one NC1=NC(=C(C=C1C=1C=C2CCNC(C2=CC1F)=O)C1=CC=C(C=C1)N1CCN(CC1)C(C)C)F